(22Z)-3α-hydroxy-5α-ergost-22-en-6-one O[C@H]1C[C@@H]2C(C[C@H]3[C@@H]4CC[C@H]([C@@H](\C=C/[C@@H](C(C)C)C)C)[C@]4(CC[C@@H]3[C@]2(CC1)C)C)=O